N1CC(C1)OC1=C(C=NC=C1C)NCC=1C=C2N=CC=NC2=CC1 4-(Azetidin-3-yloxy)-5-methyl-N-(quinoxalin-6-ylmethyl)pyridin-3-amine